ClC=1C(=CC=2N(C1)N=CN2)C=2CCN(CC2)S(=O)(=O)C=2C=CC1=C(CCO1)C2 6-chloro-7-(1-((2,3-dihydrobenzofuran-5-yl)sulfonyl)-1,2,3,6-tetrahydropyridin-4-yl)-[1,2,4]triazolo[1,5-a]pyridine